13-(2-{[(10Z)-1-oxooctadec-9-enyl] oxy} ethyl)-2-methyl-9,12-dioxo-2,5,8,13-tetrazapentadec-10-en-15-yl (10Z)-octadec-9-enoate C(CCCCCCC\C=C/CCCCCCCC)(=O)OCCN(C(C=CC(NCCNCCN(C)C)=O)=O)CCOC(CCCCCCC\C=C/CCCCCCCC)=O